1-(8-bromopyrido[2,3-e][1,2,4]triazolo[4,3-a]pyrazin-4-yl)-N-methylazetidin-3-amine hemisuccinate monohydrate O.C(CCC(=O)O)(=O)O.BrC1=CC2=C(N=C(C=3N2C=NN3)N3CC(C3)NC)N=C1.BrC1=CC3=C(N=C(C=2N3C=NN2)N2CC(C2)NC)N=C1.O